IC=1N(C=2C=CC=C(C2C1)NC1CCN(CC1)CCOC)CC(F)(F)F 2-iodo-N-(1-(2-methoxyethyl)piperidin-4-yl)-1-(2,2,2-trifluoroethyl)-1H-indol-4-amine